OC1(CCC=2C1=NC(=CC2)NC2=NC(=NC=C2C#N)NC2=CC=C(C=C2)N2CCN(CC2)C)CCC 4-[(7-hydroxy-7-propyl-5,6-dihydrocyclopenta[b]pyridin-2-yl)amino]-2-[4-(4-methylpiperazin-1-yl)anilino]pyrimidine-5-carbonitrile